diethyl 2-(2-bromo-4-(1H-pyrrol-1-yl)phenyl)-2-methylmalonate BrC1=C(C=CC(=C1)N1C=CC=C1)C(C(=O)OCC)(C(=O)OCC)C